C(C)(C)(C)OC(=O)N1C[C@]2(CC1)CN(CCC2)[C@H](C(=O)O)C2CCCC2 (S)-2-((R)-2-(tert-butoxycarbonyl)-2,7-diazaspiro[4.5]decan-7-yl)-2-cyclopentylacetic acid